OCCCOC(C(=C)C)=O.OC1=CC=C(C=C1)C(C)(C)C1=CC=C(C=C1)O bisphenol a hydroxypropylmethacrylate